FC1=C2C3=C(NC2=CC=C1O)[C@H]1[C@H]2N(CC3)C[C@H](C2)C1 (2S,12R,12aS)-7-fluoro-1,2,3,5,6,11,12,12a-octahydro-2,12-methanopyrrolo[1',2':1,2]azepino[4,5-b]indol-8-ol